iodolithium I[Li]